(7R)-N-(2-amino-3-fluoro-4-((4-hydroxybenzyl)amino)phenyl)-7,8-difluorooctanamide NC1=C(C=CC(=C1F)NCC1=CC=C(C=C1)O)NC(CCCCC[C@H](CF)F)=O